3-chloro-N-(3,4-dichlorobenzyl)quinoxaline-2-amine ClC=1C(=NC2=CC=CC=C2N1)NCC1=CC(=C(C=C1)Cl)Cl